6-Chloro-3-[[(1R)-1-[3,6-dimethyl-4-oxo-2-(4,5,6,7-tetrahydropyrazolo[1,5-a]pyrazin-3-yl)chromen-8-yl]ethyl]amino]-N-methylsulfonyl-pyridine-2-carboxamide ClC1=CC=C(C(=N1)C(=O)NS(=O)(=O)C)N[C@H](C)C=1C=C(C=C2C(C(=C(OC12)C=1C=NN2C1CNCC2)C)=O)C